tert-butyl (1R,5S)-3-(2-((2,6-dimethylenetetrahydro-1H-pyrrolizin-7a(5H)-yl)methoxy)-7-(4-ethynyl-1H-indazol-3-yl)-8-fluoroquinazolin-4-yl)-3,8-diazabicyclo[3.2.1]octane-8-carboxylate C=C1CC2(CC(CN2C1)=C)COC1=NC2=C(C(=CC=C2C(=N1)N1C[C@H]2CC[C@@H](C1)N2C(=O)OC(C)(C)C)C2=NNC1=CC=CC(=C21)C#C)F